bis-(3,6-difluorophenyl)-titanium FC=1C=C(C(=CC1)F)[Ti]C1=CC(=CC=C1F)F